N=1C(C=C2C1C=CC=N2)=O PYRROLOPYRIDINON